N-(1,1-bis(hydroxymethyl)-2-hydroxyethyl)formamide OCC(CO)(CO)NC=O